FC1=C(C[C@@H](CNC(=O)C2=NOC(N2)=O)CC)C=CC(=C1)F (S)-N-(2-(2,4-difluorobenzyl)butyl)-5-oxo-4,5-dihydro-1,2,4-oxadiazole-3-carboxamide